(5'S,7a'R)-5'-(3,5-difluorophenyl)-2-methyl-1-(pyrazolo[1,5-a][1,3,5]triazin-4-yl)tetrahydro-3'H-spiro[piperidine-4,2'-pyrrolo[2,1-b][1,3]oxazol]-3'-one FC=1C=C(C=C(C1)F)[C@@H]1CC[C@H]2OC3(C(N21)=O)CC(N(CC3)C3=NC=NC=2N3N=CC2)C